C(C1=CC=CC=C1)OC(=O)N1CCN(CC1)C1=CC(=C(C=C1)N)OC 4-(4-amino-3-methoxy-phenyl)piperazine-1-carboxylic acid benzyl ester